phenylcycloundecane-5-carboxylate C1(=CC=CC=C1)OC(=O)C1CCCCCCCCCC1